C(C1=CC=CC=C1)N1C=C(C(C2=CC=CC=C12)=O)C(=O)N 1-benzyl-4-oxo-1,4-dihydroquinoline-3-formamide